Cl.NCCCCNC(C(=C)C)=O N-(4-aminobutyl)methacrylamide hydrochloride